(8-(pyridin-3-yl)-3H-pyrrolo[2,3-c]isoquinolin-1-yl)methanol N1=CC(=CC=C1)C1=CC=2C3=C(N=CC2C=C1)NC=C3CO